ClC=1N=C(C2=C(N1)CN(C2)C(=O)OC(C)(C)C)N2C[C@](CCC2)(C)O tert-butyl (R)-2-chloro-4-(3-hydroxy-3-methylpiperidin-1-yl)-5,7-dihydro-6H-pyrrolo[3,4-d]pyrimidine-6-carboxylate